NC=1C2=C(N=C(N1)Cl)N(C=C2F)[C@H]2C[C@@H]([C@](O2)(CO)C#C)O (2R,3S,5R)-5-(4-amino-2-chloro-5-fluoro-7H-pyrrolo[2,3-d]pyrimidin-7-yl)-2-ethynyl-2-(hydroxymethyl)tetrahydrofuran-3-ol